N-{[4-(5-fluoropyridine-3-sulfonyl)phenyl]methyl}imidazo[1,2-a]pyridine-6-carboxamide FC=1C=C(C=NC1)S(=O)(=O)C1=CC=C(C=C1)CNC(=O)C=1C=CC=2N(C1)C=CN2